C(CCCCCC(C)C)OC(CCC1C(CC(CC1)CCC(=O)OCCCCCCC(C)C)CCC(=O)OCCCCCCC(C)C)=O Tri(isononyl)cyclohexane-1,2,4-tripropionate